C(C)(C)(C)OC(=O)N1CCC(CC1)N1C(NC=2C(C1)=CN(N2)C)=O 4-(2-Methyl-6-oxo-2,4,6,7-tetrahydro-pyrazolo[3,4-d]pyrimidin-5-yl)-piperidine-1-carboxylic acid tert-butyl ester